NC1=NN=C2N1C=CC(=C2)CN2C(C1=CC=CC=C1C2CC2=NC=CC=C2Br)=O 2-((3-amino-[1,2,4]triazolo[4,3-a]pyridin-7-yl)methyl)-3-((3-bromopyridin-2-yl)methyl)isoindolin-1-one